N-(1-(5-(1-(isopropoxyimino)ethyl)-2,6-dioxo-3,6-dihydropyrimidin-1(2H)-yl)propan-2-yl)isobutyramide C(C)(C)ON=C(C)C1=CNC(N(C1=O)CC(C)NC(C(C)C)=O)=O